4-((6-((5-((3-((4-methoxybenzyl)oxy)pyridin-4-yl)ethynyl)-8-(methylamino)-2,7-naphthyridin-3-yl)amino)pyridin-2-yl)oxy)butan-1-ol COC1=CC=C(COC=2C=NC=CC2C#CC2=C3C=C(N=CC3=C(N=C2)NC)NC2=CC=CC(=N2)OCCCCO)C=C1